COC=1C=C(CN2C(=CC3=CC=CC=C23)C=2N=C3N(C=CC(=C3)C(=O)O)C2C)C=CC1 2-(1-(3-methoxybenzyl)-1H-indol-2-yl)-3-methylimidazo[1,2-a]Pyridine-7-carboxylic acid